CC1=NC(=CC=C1NC(=O)[C@@H]1[C@H](CCCC1)C(=O)O)C1=C(C(=NO1)C)NS(=O)(=O)CC(C)C1=CC=CC=C1 (1S,2S)-2-((2-methyl-6-(3-methyl-4-((2-phenylpropyl)sulfonamido)isoxazol-5-yl)pyridin-3-yl)carbamoyl)cyclohexane-1-carboxylic acid